C(C)N=C=NCCCN(C)C 3-(((ethylimino)methylene)amino)-N,N-dimethylpropane-1-amine